4-(4-methoxy-3-nitrophenoxy)butanoic acid COC1=C(C=C(OCCCC(=O)O)C=C1)[N+](=O)[O-]